C1(CC1)OC[C@@H](C1=CC(=CC=C1)OC(F)(F)F)NC(CC1(CC(C1)(F)F)O)=O (R)-N-(2-cyclopropyloxy-1-(3-(trifluoromethoxy)phenyl)ethyl)-2-(3,3-difluoro-1-hydroxycyclobutyl)acetamide